C(C1=CC=CC=C1)OC1=C(C=CC(=C1)O)C=1CCN(CC1)C(=O)OC(C)(C)C tert-butyl 4-(2-benzyloxy-4-hydroxy-phenyl)-3,6-dihydro-2H-pyridine-1-carboxylate